BrC=1C2=C(SC1C(F)(F)P(OCC)(OCC)=O)C(=CC(=C2)C=O)OCCCC(F)(F)F diethyl ((3-bromo-5-formyl-7-(4,4,4-trifluorobutoxy)benzo[b]thiophen-2-yl)difluoromethyl)phosphonate